2,5-difluoro-4-(((1S,2S,4S)-4-(3-fluoro-5-(trifluoromethyl)phenyl)-2-(pyrrolidin-1-yl)cyclohexyl)-amino)-N-(pyrimidin-4-yl)benzenesulfonamide Formate C(=O)O.FC1=C(C=C(C(=C1)N[C@@H]1[C@H](C[C@H](CC1)C1=CC(=CC(=C1)C(F)(F)F)F)N1CCCC1)F)S(=O)(=O)NC1=NC=NC=C1